C1(CC1)NS(=O)(=O)NC1=NC=CC(=C1)CN1CCN(CC1)C=1C=CC(=NC1C)C(=O)NC 5-(4-((2-((N-cyclopropylsulfamoyl)amino)pyridin-4-yl)methyl)piperazin-1-yl)-N,6-dimethylpicolinamide